NC=1C(=C(C=CC1)N1CCC(CC1)(C)NC(OC(C)(C)C)=O)[N+](=O)[O-] tert-butyl (1-(3-amino-2-nitrophenyl)-4-methyl piperidin-4-yl)carbamate